3-(2-phenethyl-1,3-dioxan-4-yl)-1-(5,6,7,8-tetrahydronaphthalen-2-yl)propan-1-one C(CC1=CC=CC=C1)C1OCCC(O1)CCC(=O)C1=CC=2CCCCC2C=C1